C(CC)OC(CCCCCCCCCCCCCCC)=O.CCCCCCCCCCCCCCCCCC octadecane Propyl-palmitate